Methyl (S)-4-(4-((1-(7-amino-2-(furan-2-yl)-[1,2,4]triazolo[1,5-a][1,3,5]triazin-5-yl)piperidin-3-yl)methyl)piperazin-1-yl)nicotinate NC1=NC(=NC=2N1N=C(N2)C=2OC=CC2)N2C[C@@H](CCC2)CN2CCN(CC2)C2=CC=NC=C2C(=O)OC